(R)-2-((1-(2-cyano-3-(2,2-difluoro-7-azaspiro[3.5]nonan-7-yl)-7-methylquinoxalin-5-yl)ethyl)amino)benzoic acid C(#N)C1=NC2=CC(=CC(=C2N=C1N1CCC2(CC(C2)(F)F)CC1)[C@@H](C)NC1=C(C(=O)O)C=CC=C1)C